5-Trifluoromethyl-4-thiochromanone FC(C1=C2C(CCSC2=CC=C1)=O)(F)F